ClC=1C=C(C=CC1C(=O)N1CCN(CC1)C(=O)[C@H]1CNCC1)NC(=O)C=1N(C(=CN1)C1=C(C(=C(C=C1)OCC#N)F)F)C N-[3-chloro-4-[4-[(3R)-pyrrolidine-3-carbonyl]piperazine-1-carbonyl]phenyl]-5-[4-(cyanomethoxy)-2,3-difluoro-phenyl]-1-methyl-imidazole-2-carboxamide